C(C)(C)C=1C=C(C=C(C1N1C(=NC2=C1C=CC=C2)C2=CC=CC=1C3=C(OC12)C=C(C=C3)C#N)C(C)C)C3=CC=C(C=C3)C3=CC=CC=C3 6-(1-(3,5-diisopropyl-[1,1':4',1''-terphenyl]-4-yl)-1H-benzo[d]imidazol-2-yl)dibenzo[b,d]furan-3-carbonitrile